methoxyl-dimethyl-(1-methyl-2-propen-1-yl)silane O(C)[Si](C(C=C)C)(C)C